N1=CC(=CC=C1)C1=C(C=CC=C1)B(O)O [2-(3-pyridyl)phenyl]boronic acid